C[C@@H]1OC2(CN(C1=O)C)CCN(CC2)CC2=CC=C(C#N)C=C2 (S)-4-((2,4-dimethyl-3-oxo-1-oxa-4,9-diazaspiro[5.5]undecan-9-yl)methyl)benzonitrile